FC(C1=CC=C(C=C1)C1=C2C=CC(=CC2=CC=C1)C(=O)N)(F)F 5-(4-(trifluoromethyl)phenyl)-2-naphthamide